C(C)OC1=NC=C(C=N1)C(=O)N 2-ethoxypyrimidine-5-carboxamide